CCCCOC(=O)CCC(C)(OOC(C)(C)C)OOC(C)(C)C n-butyl-4,4-di-(t-butylperoxy) valerate